2-(2-((3R,4R)-3-Amino-4-fluoropiperidin-1-yl)-6-fluoro-1H-benzo[d]imidazol-1-yl)-1-((R)-2-methylpyrrolidin-1-yl)ethan-1-on N[C@@H]1CN(CC[C@H]1F)C1=NC2=C(N1CC(=O)N1[C@@H](CCC1)C)C=C(C=C2)F